C(C)C1=C2C(=CC(=CC2=CC=C1F)O)C1=C(C=2N=C(N=C(C2C=N1)N1C[C@@H](OCC1)COC)OC[C@]12CCCN2C[C@@H](C1)F)F 5-Ethyl-6-fluoro-4-(8-fluoro-2-(((2R,7aS)-2-fluorotetra-hydro-1H-pyrrolizin-7a(5H)-yl)-methoxy)-4-((R)-2-(methoxymeth-yl)morpholino)pyrido[4,3-d]pyrimidin-7-yl)naphthalen-2-ol